ClCCCCN1N=NC2=C1C=CC(=C2C)C(C(C(=O)OC)(C)C)C2=CC(=C(C=C2)C)CN2S(OC1=C(C2)C=C(C=C1)O)(=O)=O methyl 3-[1-(4-chlorobutyl)-4-methyl-1H-benzotriazol-5-yl]-3-{3-[(6-hydroxy-2,2-dioxo-2H-1,2λ6,3-benzoxathiazin-3(4H)-yl)methyl]-4-methylphenyl}-2,2-dimethylpropanoate